COC=1C=C2[C@]3(C(NC2=CC1)=O)[C@@H](C3)C3=CC=C1C(=NNC1=C3)NC3=C(C=CC(=C3)S(=O)(=O)N3CCOCC3)OC (1R,2S)-5'-methoxy-2-{3-[2-methoxy-5-(morpholine-4-sulfonyl)anilino]-1H-indazol-6-yl}spiro[cyclopropane-1,3'-indol]-2'(1'H)-one